C[C@@H]1O[C@@H](CN(C1)C1=CC=CC(=N1)C1=NC2=CC(=NC=C2C=C1)CNC(C1=CC(=CC=C1)S(=O)(=O)CC(F)(F)F)=O)C N-((2-(6-((cis)-2,6-dimethylmorpholino)pyridin-2-yl)-1,6-naphthyridin-7-yl)methyl)-3-((2,2,2-trifluoroethyl)sulfonyl)benzamide